C(=O)O.N1=CN=CC2=CC=CC=C12 quinazoline formate